C=1N=C(N2C1C=CC=C2)CCN2C(C1=CC=CC=C1C2=O)=O 2-(2-(imidazo[1,5-a]pyridin-3-yl)ethyl)isoindoline-1,3-dione